cis-stilbene C1(=CC=CC=C1)\C=C/C1=CC=CC=C1